7-[2-cyano-3-[[ethyl(methyl)sulfamoyl]amino]-6-fluoro-phenoxy]-2-[[1-[2-[4-[4-[(2,6-dioxo-3-piperidyl)amino]-2-fluoro-phenyl]-1-piperidyl]acetyl]-4-piperidyl]methoxy]quinoxaline C(#N)C1=C(OC2=CC=C3N=CC(=NC3=C2)OCC2CCN(CC2)C(CN2CCC(CC2)C2=C(C=C(C=C2)NC2C(NC(CC2)=O)=O)F)=O)C(=CC=C1NS(N(C)CC)(=O)=O)F